N1=CC=C(C=C1)C=1C=C(C=O)C=C(C1)C1=CC=NC=C1 3,5-bis(4-pyridyl)-benzaldehyde